2-((tert-butoxycarbonyl) amino)-4-fluorocyclohexane-1-carboxylate C(C)(C)(C)OC(=O)NC1C(CCC(C1)F)C(=O)[O-]